5-fluoro-N-[2-methyl-6-(trifluoromethyl)phenyl]-4-(3-oxo-5,6,7,8-tetrahydro[1,2,4]triazolo[4,3-a]pyridin-2(3H)-yl)-2-[(2S)-pent-2-yloxy]benzamide FC=1C(=CC(=C(C(=O)NC2=C(C=CC=C2C(F)(F)F)C)C1)O[C@@H](C)CCC)N1N=C2N(CCCC2)C1=O